C1(=CCCC1)C=1N=C(C2=C(N1)C=CC=N2)NC2=CCCC2 2-(cyclopenten-1-yl)-N-cyclopentenyl-pyrido[3,2-d]pyrimidin-4-amine